C(C)(C)[C@@H]1CN=C2N1C1=CC=C(C=C1C(N2CC=2C=NN(C2)C)=O)S(=O)(=O)NC2(CC2)C (R)-1-isopropyl-4-((1-methyl-1H-pyrazol-4-yl)methyl)-N-(1-methylcyclopropyl)-5-oxo-1,2,4,5-tetrahydroimidazo[1,2-a]quinazoline-7-sulfonamide